C(C)(C)[Si](OCCOCCOCCO)(C(C)C)C(C)C 2-[2-(2-triisopropylsilyloxy-ethoxy)ethoxy]ethanol